N,N'-Bis(3,5-di-tert-butyl-4-hydroxy-phenyl-propionyl)hydrazin C(C)(C)(C)C=1C=C(C=C(C1O)C(C)(C)C)CCC(=O)NNC(CCC1=CC(=C(C(=C1)C(C)(C)C)O)C(C)(C)C)=O